ClC1=CC=C(C=C1)NS(=O)(=O)C=1C=C2C(C(C3=C(OC(C3)C)C2=CC1OC)=O)=O N-(4-chlorophenyl)-8-methoxy-2-methyl-4,5-dioxo-2,3,4,5-tetrahydronaphtho[1,2-B]furan-7-sulfonamide